C(C(C)(C)C)(=O)OOC(C)(C)C tertbutyl peroxypivalat